S(SC1=CC=C(C(=O)O)C=C1)C1=CC=C(C(=O)O)C=C1 4,4'-disulfanediyldibenzoic acid